FC1=C(C=CC=C1)C(C(C)(C)NC(=O)C=1C=C2C(=NC1)N(C=C2)C)C N-(3-(2-fluorophenyl)-2-methylbutan-2-yl)-1-methyl-1H-pyrrolo[2,3-b]pyridine-5-carboxamide